OC1=C(C=CC=C1)NC=1N=C(N=NC1C(=O)N)NC1=C(C=C2CCN(CC2=C1)C(C)C)OC ((2-hydroxyphenyl)amino)-3-((2-isopropyl-6-methoxy-1,2,3,4-tetrahydroisoquinolin-7-yl)amino)-1,2,4-triazine-6-carboxamide